F[P-](F)(F)(F)(F)F.C(C=C)[N+](C)(C)CC=C diallyldimethylammonium hexafluorophosphate